The molecule is a 3alpha-hydroxy steroid, a 7alpha-hydroxy steroid, a 12alpha-hydroxy steroid and a 24-hydroxy steroid. It has a role as a bile acid metabolite. It derives from a hydride of a 5beta-cholestane. C[C@H](CCC(C(C)C)O)[C@H]1CC[C@@H]2[C@@]1([C@H](C[C@H]3[C@H]2[C@@H](C[C@H]4[C@@]3(CC[C@H](C4)O)C)O)O)C